C(C)C(C(=O)O[C@@H]1OC[C@@H](C2=C1NC(C=1C=C(C(=CC21)F)F)=O)N(C(=O)C=2NC1=CC(=C(C=C1C2)F)F)C)CC (1R,4S)-1-(5,6-difluoro-N-methyl-1H-indole-2-carboxamido)-8,9-difluoro-6-oxo-1,4,5,6-tetrahydro-2H-pyrano[3,4-c]isoquinolin-4-yl 2-ethylbutanoate